(S)-alpha-fluoro-4-methoxyphenethyl alcohol F[C@@H](CC1=CC=C(C=C1)OC)O